12-(2,6-dimethylphenyl)-21-(2-methylpropyl)-15-oxa-8λ6-thia-1,9,11,18,22-pentaazatetracyclo[14.4.1.13,7.110,14]tricosa-3(23),4,6,10(22),11,13-hexaene-2,8,8-trione CC1=C(C(=CC=C1)C)C1=NC=2NS(C3=CC=CC(C(N4CCNCC(OC(=C1)N2)C4CC(C)C)=O)=C3)(=O)=O